4-(1-(2-fluorobenzoyl)-1H-pyrrolo[2,3-c]pyridin-4-yl)benzonitrile FC1=C(C(=O)N2C=CC=3C2=CN=CC3C3=CC=C(C#N)C=C3)C=CC=C1